((1r,4r)-4-((5-chloro-4-(3-(4-methoxybenzoyl)-1H-pyrrolo[2,3-b]pyridin-5-yl) pyridin-2-yl) amino) cyclohexyl) carbamate C(N)(OC1CCC(CC1)NC1=NC=C(C(=C1)C=1C=C2C(=NC1)NC=C2C(C2=CC=C(C=C2)OC)=O)Cl)=O